C1(=CC=CC=C1)C(C(C)N1CCCC1)O 1-phenyl-2-(1-pyrrolidinyl)propan-1-ol